C(C)(C)(C)OC(C1=C(C=CC=C1)NC(C)C1=CC(=CN2C1=NC(=C(C2=O)C)C2=C(C=C(C=C2)Cl)F)C)=O.C(C=C)(=O)OCCC[Si](O[Si](C)(C)C)(O[Si](C)(C)C)C 3-acryloxypropyl-methylbis(trimethylsiloxy)silane tert-butyl-2-((1-(2-(4-chloro-2-fluorophenyl)-3,7-dimethyl-4-oxo-4H-pyrido[1,2-a]pyrimidin-9-yl)ethyl)amino)benzoate